2-((2S)-2-((1aR,3aR,3bS,5aS,6R,8aS,8bS,10aR)-10-methoxy-3a,5a-dimethylhexadecahydrocyclopenta[a]cyclopropa[2,3]cyclopenta[1,2-f]naphthalen-6-yl)propoxy)-3-methylpyridine COC1[C@@]23[C@@]([C@H]4CC[C@]5([C@H]([C@@H]4C1)CC[C@@H]5[C@@H](COC5=NC=CC=C5C)C)C)(CC[C@@H]2C3)C